tert-butyl N-[(3R,4S)-3-fluoropiperidin-4-yl]Carbamate hydrochloride Cl.F[C@@H]1CNCC[C@@H]1NC(OC(C)(C)C)=O